ClC=1C=C(C=CC1)C1(CCC1)N(C(OC)=O)C[C@H]1NCCC1 Methyl N-[1-(3-chlorophenyl)cyclobutyl]-N-{[(2S)-pyrrolidin-2-yl]methyl}carbamate